COC1=C(CN(C(=O)C(C[C@@H](C(=O)OCC)NC([C@H](CC(C)C)NC(C(CCCCC=C)CCC)=O)=O)CC=C)C)C=CC(=C1)OC ethyl (2S)-4-((2,4-dimethoxybenzyl)(methyl)carbamoyl)-2-((2S)-4-methyl-2-(2-propyloct-7-enamido)pentanamido)hept-6-enoate